(E)-4-(3-(cyclopropylmethoxy)-4-(difluoromethoxy)styryl)-2-methoxy-pyridine C1(CC1)COC=1C=C(/C=C/C2=CC(=NC=C2)OC)C=CC1OC(F)F